2-(3-{[(2S)-3,3-dimethyl-1-(prop-2-enoyl)azetidin-2-yl]methoxy}pyridin-4-yl)-3-[(3-fluoro-2-methoxyphenyl)amino]-1H,5H,6H,7H-pyrrolo[3,2-c]pyridin-4-one CC1([C@H](N(C1)C(C=C)=O)COC=1C=NC=CC1C1=C(C=2C(NCCC2N1)=O)NC1=C(C(=CC=C1)F)OC)C